C1(CCCCC1)C(COCC)(COC)CCC(Br)(Cl)Cl 2-cyclohexyl-2-(3,3-dichloro-3-bromopropyl)-1-ethoxy-3-methoxypropane